C(CCCCCCCCCCCCCCCCC)(=O)OC methyl Octadecanoate